calcium L(+)-ascorbate O=C1C(O)=C([O-])[C@H](O1)[C@@H](O)CO.[Ca+2].O=C1C(O)=C([O-])[C@H](O1)[C@@H](O)CO